2-(2-(chloro(phenyl)methoxy)-2-oxoethyl)phenyl isobutyrate C(C(C)C)(=O)OC1=C(C=CC=C1)CC(=O)OC(C1=CC=CC=C1)Cl